FC=1C=NC(=NC1)[C@]12CC[C@@H](C[C@@H]2C1)OC[C@@H]1N([C@@H](C[C@@H]1NS(=O)(=O)C)C)C(=O)OCC(F)C1CCC1 2-cyclobutyl-2-fluoroethyl (2R,3S,5R)-2-((((1S,3S,6R)-6-(5-fluoropyrimidin-2-yl)bicyclo[4.1.0]heptan-3-yl)oxy)methyl)-5-methyl-3-(methylsulfonamido)pyrrolidine-1-carboxylate